FC1=C(C=CC(=C1)C(F)(F)F)COC1CN(C1)C(=O)N1CC(CC1)N1N=CC=C1 (-)-[3-[[2-Fluoro-4-(trifluoromethyl)phenyl]methoxy]azetidin-1-yl]-[3-pyrazol-1-ylpyrrolidin-1-yl]methanone